NC1=NN2C(N=CC=C2)=C1C(=O)NC(C)C=1C=C(C=2N(C1C=1C=NN(C1)C)C(=NC2)C)Cl 2-Amino-N-{1-[8-chloro-3-methyl-5-(1-methyl-1H-pyrazol-4-yl)imidazo[1,5-a]pyridin-6-yl]ethyl}pyrazolo[1,5-a]pyrimidine-3-carboxamide